FC(C(=O)O)(F)F.N1CC[C@H](CCC1)NCC(C1=CC=CC=C1)C=1C=CC(=C(C1)C=1C(=CC=C(C1F)OCCOC)C(=O)N)Cl 5'-(2-(((S)-Azepan-4-yl)amino)-1-phenylethyl)-2'-chloro-6-fluoro-5-(2-methoxyethoxy)-[1,1'-biphenyl]-2-carboxamide trifluoroacetate